benzo[c]quinolinium C1=C2C3=C(C=[NH+]C2=CC=C1)C=CC=C3